distearyl thiodipropionate (distearylthiodipropionate) C(CCCCCCCCCCCCCCCCC)C(C(=O)O)(CSCCC(=O)O)CCCCCCCCCCCCCCCCCC.S(CCC(=O)OCCCCCCCCCCCCCCCCCC)CCC(=O)OCCCCCCCCCCCCCCCCCC